CC=1N=CN(C1C)C1=CC=C(C=N1)\C(\C)=N\NC1=NC=NC2=CC(=CC=C12)F (E)-4-(2-(1-(6-(4,5-dimethyl-1H-imidazol-1-yl)pyridin-3-yl)ethylidene)hydrazineyl)-7-fluoroquinazoline